O1C(=NC2=C1C=CC=C2)C[C@@H](C(=O)NC2(CC2)C#N)NC(=O)C2=NC(=CC=C2)C (S)-N-(3-(benzo[d]oxazol-2-yl)-1-((1-cyanocyclopropyl)amino)-1-oxopropan-2-yl)-6-methylpyridinecarboxamide